C(C)(C)(C)OC(=O)N1CC2(CNC2)CC1.NC(CN1N=CC(=C1)NC1=NC=C(C(=N1)C1=CC=C(C(=O)N[C@@H](C)C#N)C=C1)Cl)=O (S)-4-(2-((1-(2-amino-2-oxoethyl)-1H-pyrazol-4-yl)amino)-5-chloropyrimidin-4-yl)-N-(1-cyanoethyl)benzamide tert-butyl-2,6-diazaspiro[3.4]octane-6-carboxylate